4-((1s,4s)-4-(4-chlorophenyl)cyclohexyl)-5-fluoro-2-methoxyaniline ClC1=CC=C(C=C1)C1CCC(CC1)C1=CC(=C(N)C=C1F)OC